ClC=1C=C(NC(C=2C(O)=CC=C(C2)Cl)=O)C=C(C1)OC1=CC=C(C=C1)Br 3',5-Dichloro-5'-(p-bromophenoxy)-salicylanilide